2-(4'-((8-ethyl-3,8-diazabicyclo[3.2.1]octan-3-yl)methyl)-2'-methyl-[1,1'-biphenyl]-4-yl)-1,1,1,3,3,3-hexafluoropropan-2-ol C(C)N1C2CN(CC1CC2)CC2=CC(=C(C=C2)C2=CC=C(C=C2)C(C(F)(F)F)(C(F)(F)F)O)C